Perfluoro-n-butyl-tetrahydrofuran FC1(OC(C(C1(F)F)(F)F)(F)F)C(C(C(C(F)(F)F)(F)F)(F)F)(F)F